N-[(4-cyclopropyl-3-fluorophenyl)(phenyl)methyl]-4-fluoro-1-[2-(1H-indazol-3-yl)acetyl]pyrrolidine-2-carboxamide C1(CC1)C1=C(C=C(C=C1)C(NC(=O)C1N(CC(C1)F)C(CC1=NNC2=CC=CC=C12)=O)C1=CC=CC=C1)F